[C].[Li].[Al].F[Sb] fluoroantimony aluminum-lithium carbon